alpha-(aminomethyl)-2-furanmethanol NCC(O)C=1OC=CC1